FC1=C(C=CC=C1)C1(SCCCS1)C1(C[C@H]2CC[C@@H](C1)N2C(=O)OC(C)(C)C)O tert-butyl (1R,3r,5S)-3-(2-(2-fluorophenyl)-1,3-dithian-2-yl)-3-hydroxy-8-azabicyclo[3.2.1]octane-8-carboxylate